BrC=1C=C2C(=CC1)NC([C@@]21CN([C@@H](C1)C=NO)C([C@H](CC(C)C)N(C(OCC1=CC=CC=C1)=O)C)=O)=O benzyl ((S)-1-((3R,5'S)-5-bromo-5'-((hydroxyimino)methyl)-2-oxospiro[indoline-3,3'-pyrrolidin]-1'-yl)-4-methyl-1-oxopentan-2-yl)(methyl)carbamate